(3R)-2-hydroxy-3-(2-(4-phosphonophenyl)-2-(picolinamido)acetamido)-3,4-dihydro-2H-benzo[e][1,2]oxaborinine-8-carboxylic acid OB1OC2=C(C[C@@H]1NC(C(NC(C1=NC=CC=C1)=O)C1=CC=C(C=C1)P(=O)(O)O)=O)C=CC=C2C(=O)O